S-heptyl 2-oxo-2H-chromene-3-carbothioate O=C1OC2=CC=CC=C2C=C1C(SCCCCCCC)=O